(1R,4R,7R)-2-{2-[1-(cyclopropylmethyl)-7-(oxan-3-yl)-1H-indol-2-yl]-7-methoxy-1-methyl-1H-1,3-benzodiazole-5-carbonyl}-2-azabicyclo[2.2.1]heptan-7-amine C1(CC1)CN1C(=CC2=CC=CC(=C12)C1COCCC1)C1=NC2=C(N1C)C(=CC(=C2)C(=O)N2[C@@H]1CC[C@H](C2)[C@H]1N)OC